BrC1=C(C=CC(=C1)C)C1=C(C=C(C=C1)C)Br 2,2'-dibromo-4,4'-dimethylbiphenyl